CC1=C(C=O)C(=CC(=C1OCC1OC1C1=CC=CC=C1)C)C 2,4,6-trimethyl-3-((3-phenyloxiran-2-yl)methoxy)benzaldehyde